methyl 3-(9-((4-(((tert-butoxycarbonyl)amino)methyl)-2-methylphenyl)carbamoyl)-4,5-dihydrobenzo[b]thieno[2,3-d]oxepin-8-yl)-6-((3-chloro-2-fluorobenzyl)carbamoyl)picolinate C(C)(C)(C)OC(=O)NCC1=CC(=C(C=C1)NC(=O)C1=CC2=C(OCCC3=C2SC=C3)C=C1C=1C(=NC(=CC1)C(NCC1=C(C(=CC=C1)Cl)F)=O)C(=O)OC)C